(2S,4R)-N-[(1R,2R)-2-benzamidocyclohexyl]-1-[(2S)-2-(4-cyclopropyltriazol-1-yl)-3,3-dimethyl-butanoyl]-4-hydroxy-pyrrolidine-2-carboxamide C(C1=CC=CC=C1)(=O)N[C@H]1[C@@H](CCCC1)NC(=O)[C@H]1N(C[C@@H](C1)O)C([C@H](C(C)(C)C)N1N=NC(=C1)C1CC1)=O